N,N-diethyl-2-(4-methoxyphenyl)-2-methylpropanamide C(C)N(C(C(C)(C)C1=CC=C(C=C1)OC)=O)CC